1-(2-(piperazin-1-yl)benzo[d]-oxazol-6-yl)dihydropyrimidine-2,4(1H,3H)-dione N1(CCNCC1)C=1OC2=C(N1)C=CC(=C2)N2C(NC(CC2)=O)=O